Cl.NCCN1C(C(=NC2=CC=CC=C12)C=1SC=CC1)=O 1-(2-aminoethyl)-3-(2-thienyl)-1,2-dihydro-quinoxalin-2-one hydrochloride